C(C)(C)(C)C1=CC(=NC=C1)C=1NC2=CC=C(C=C2C1)/C=C/C(=O)OCC ethyl (E)-3-(2-(4-(tert-butyl)pyridin-2-yl)-1H-indol-5-yl)acrylate